S-ethyl (1,3-dioxoisoindolin-2-yl)(4-hydroxybenzyl)carbamothioate O=C1N(C(C2=CC=CC=C12)=O)N(C(SCC)=O)CC1=CC=C(C=C1)O